NCC(CCNC(O)=O)(F)F (4-amino-3,3-difluorobutyl)-carbamic acid